(-)-trans-1,2-cyclohexanedicarboxylic acid anhydride [C@@H]12[C@H](CCCC1)C(=O)OC2=O